O=C1N(CCC(N1)=O)C=1C=C(C(=O)N2CCN(CC2)CC2CCC3(CCN(CC3)C(=O)OC(C)(C)C)CC2)C=CC1OC tert-butyl 9-((4-(3-(2,4-dioxotetrahydropyrimidin-1(2H)-yl)-4-methoxybenzoyl) piperazin-1-yl) methyl)-3-azaspiro[5.5]undecane-3-carboxylate